tert-Butyl N-methyl-N-[[2-[[[2-oxo-2-[(2-oxospiro[1H-pyrrolo[2,3-b]pyridine-3,2'-indane]-5'-yl)amino]ethyl]-[1-(trifluoromethyl)cyclobutanecarbonyl]amino]methyl]phenyl]methyl]carbamate CN(C(OC(C)(C)C)=O)CC1=C(C=CC=C1)CN(C(=O)C1(CCC1)C(F)(F)F)CC(NC=1C=C2CC3(CC2=CC1)C(NC1=NC=CC=C13)=O)=O